(R)-6-fluoro-3-((3-fluoro-2-methylbenzyl)amino)-5-(1-(2-fluorophenyl)ethyl)-4H-benzo[e][1,2,4]thiadiazine 1,1-dioxide FC=1C=CC2=C(NC(=NS2(=O)=O)NCC2=C(C(=CC=C2)F)C)C1[C@H](C)C1=C(C=CC=C1)F